2-fluoro-p-methoxybenzaldehyde FC1=C(C=O)C=CC(=C1)OC